3-(4-bromo-1H-pyrazol-1-yl)-3-cyclopentylpropionic acid cyclohexyl ester C1(CCCCC1)OC(CC(C1CCCC1)N1N=CC(=C1)Br)=O